C1(=CC=CC2=CC=CC=C12)B([O-])[O-] 1-naphthaleneboronate